2-(2-ethoxyethoxy)acetyl chloride C(C)OCCOCC(=O)Cl